BrC=1C=C2C=C(N(C2=CC1)C(=O)OC(C)(C)C)B(O)O (5-bromo-1-(tert-butoxycarbonyl)-1H-indol-2-yl)boronic acid